ClC=1C=C(C=NC1)CN1CCNCC1 4-((5-chloropyridin-3-yl)methyl)piperazine